CC1=C(C(=CC(=C1)C)C)[Li] 2,4,6-trimethyl-phenyl-lithium